N,2-dimethyl-7-(4,4,5,5-tetramethyl-1,3,2-dioxaborolan-2-yl)-1,2,3,4-tetrahydroisoquinolin-5-amine CNC=1C=2CCN(CC2C=C(C1)B1OC(C(O1)(C)C)(C)C)C